1-oxyl-2,2,6,6-tetramethylpiperidin-4-yl palmitoate C(CCCCCCCCCCCCCCC)(=O)OC1CC(N(C(C1)(C)C)O)(C)C